Methyl 5-(3-(4-carbamoylphenyl)-N-methylpyrazolo[1,5-a]pyridine-5-carboxamido)-2-cyanobenzoate C(N)(=O)C1=CC=C(C=C1)C=1C=NN2C1C=C(C=C2)C(=O)N(C)C=2C=CC(=C(C(=O)OC)C2)C#N